N-benzyl-N-methyl-4-(6-(1-methyl-1H-pyrazol-4-yl)pyrazolo[1,5-a]pyridin-3-yl)cyclohex-3-ene-1-carboxamide C(C1=CC=CC=C1)N(C(=O)C1CC=C(CC1)C=1C=NN2C1C=CC(=C2)C=2C=NN(C2)C)C